C(C)(C)(C)OC(=O)N1CCCC2=CC(=CN=C12)Br 6-bromo-3,4-dihydro-1,8-naphthyridine-1(2H)-carboxylic acid tert-butyl ester